tert-Butyl 3-((2-chlorophenyl)amino)-4-oxo-2-(pyridin-4-yl)-1,4,6,7-tetrahydro-5H-pyrrolo[3,2-c]pyridine-5-carboxylate ClC1=C(C=CC=C1)NC1=C(NC2=C1C(N(CC2)C(=O)OC(C)(C)C)=O)C2=CC=NC=C2